tert-butyl 2-[(4-tert-butoxy-N-methyl-anilino)methyl]azetidine-1-carboxylate C(C)(C)(C)OC1=CC=C(N(C)CC2N(CC2)C(=O)OC(C)(C)C)C=C1